N1CC(C1)C12CC(C1)(C2)CNC2(CC2)C(F)(F)F N-[[3-(azetidin-3-yl)-1-bicyclo[1.1.1]pentanyl]methyl]-1-(trifluoromethyl)cyclopropanamine